OC=1C=C(C=C(C1O)O)\C=C\C1=CC=CC=C1 trans-3,4,5-Trihydroxystilbene